2-(difluoromethoxy)isonicotinamide FC(OC=1C=C(C(=O)N)C=CN1)F